tert-Butyl (1-(6-chloro-1H-imidazo[4,5-c]pyridin-4-yl)piperidin-4-yl)carbamate ClC1=CC2=C(C(=N1)N1CCC(CC1)NC(OC(C)(C)C)=O)N=CN2